1-benzyl-3-methylimidazole cobalt trichloride [Co](Cl)(Cl)Cl.C(C1=CC=CC=C1)N1CN(C=C1)C